ClC1=CC=C(C=C1)C1=C(NN2C1=NC(=CC2=O)CCC=2C(=NNC2C)C)COC 3-(4-chlorophenyl)-5-[2-(3,5-dimethyl-1H-pyrazol-4-yl)ethyl]-2-(methoxymethyl)-1H-pyrazolo[1,5-a]-pyrimidin-7-one